2-chloro-N,N-dimethyl-4-(4-(1-methyl-4-(trifluoromethyl)-1H-imidazol-2-yl)benzyl)pyrimidin-5-amine ClC1=NC=C(C(=N1)CC1=CC=C(C=C1)C=1N(C=C(N1)C(F)(F)F)C)N(C)C